(3-(4-oxo-3-phenethyl-3,4-dihydro-phthalazin-1-yl)phenyl)ethylsulphonamide O=C1N(N=C(C2=CC=CC=C12)C=1C=C(C=CC1)CCS(=O)(=O)N)CCC1=CC=CC=C1